isoquinoline-6-carboxylate C1=NC=CC2=CC(=CC=C12)C(=O)[O-]